butyl-trimethylammonium bistrifluoromethanesulfonimide salt [N-](S(=O)(=O)C(F)(F)F)S(=O)(=O)C(F)(F)F.C(CCC)[N+](C)(C)C